C(C)C(COC(=O)C1CCC(CC1)C(=O)OCC(CCCC)CC)CCCC.C1(=CC=CC=C1)S(=O)(=O)C(=[N+]=[N-])S(=O)(=O)C1=CC(=CC=C1)OC phenylsulfonyl-(3-methoxyphenylsulfonyl)diazomethane bis(2-ethylhexyl)cyclohexane-1,4-dicarboxylate